ClC1=CC(=NC=C1C)C1=C2C=3C(N([C@@H](C1[N+](=O)[O-])C[C@@H]2C(=CC3)OC(F)F)C([2H])([2H])[2H])=O (3r,6s)-5-(4-chloro-5-methylpyridin-2-yl)-7-(difluoromethoxy)-2-(methyl-d3)-4-nitro-3,6-dihydro-3,6-methanobenzo[c]azepin-1(2H)-one